4-([1,2,4]triazolo[1,5-a]pyridin-7-yloxy)-3-fluoroaniline N=1C=NN2C1C=C(C=C2)OC2=C(C=C(N)C=C2)F